methyl-3-(2-nitro-1-(3-methylphenyl)ethyl)indole CC=1NC2=CC=CC=C2C1C(C[N+](=O)[O-])C1=CC(=CC=C1)C